C(C)OC(C=C(CC(OCC)OCC)C(F)(F)F)=O 5,5-diethoxy-3-trifluoromethyl-pentenoic acid ethyl ester